O=C[C@@H](O)[C@H](O)[C@H](O)[C@@H](O)CO L-Galactose